1,1,2,2,3-pentachlorocyclopropane ClC1(C(C1Cl)(Cl)Cl)Cl